C(C=C)(=O)NC=1C(=C(C(=O)O)C(=CC1I)I)I 3-acrylamido-2,4,6-triiodobenzoic acid